FC(C(=O)O)(F)F.NC1=NC=C(C2=C1C(=NN2C(C)C)C2=NOC(=C2)C2(COC2)O)Cl 3-(3-(4-amino-7-chloro-1-isopropyl-1H-pyrazolo[4,3-c]pyridin-3-yl)isoxazol-5-yl)oxetan-3-ol 2,2,2-trifluoroacetate